3-(4-bromo-3,5-dimethyl-phenoxymethyl)-tetrahydrofuran BrC1=C(C=C(OCC2COCC2)C=C1C)C